CC=1OC2=C(C1C(=O)O)C=C(C=C2)C2(COC2)C2=CC=CC=C2 2-methyl-5-(3-phenyloxetan-3-yl)benzofuran-3-carboxylic acid